N1=NC=C(C=C1)B1OC(C)(C)C(C)(C)O1 pyridazine-4-boronic acid pinacol ester